((3R,5R)-4-(2-fluoro-4-isopropoxybenzoyl)-3,5-dimethylpiperazin-1-yl)(2-fluoro-4-methoxyphenyl)methanone FC1=C(C(=O)N2[C@@H](CN(C[C@H]2C)C(=O)C2=C(C=C(C=C2)OC)F)C)C=CC(=C1)OC(C)C